FC(OC1=CC=C(C=C1)C(O)(C1=C(C=CC=C1)F)C=1N(C=2C(=NC(=C(C2)C2=NN=NN2)OC)N1)CC)F [4-(difluoromethoxy)phenyl][1-ethyl-5-methoxy-6-(1H-1,2,3,4-tetrazol-5-yl)-1H-imidazo[4,5-b]pyridin-2-yl](2-fluorophenyl)methanol